COC=1C=C(C=CC1OC)CCNC 3,4-dimethoxy-N-methylphenylethylamine